FC1=C2C(=NN(C2=CC=C1)COCC[Si](C)(C)C)CCNCC1=C(C=CC=C1)OC 2-(4-fluoro-1-((2-(trimethylsilyl)ethoxy)methyl)-1H-indazol-3-yl)-N-(2-methoxybenzyl)ethan-1-amine